C1(CCC1)[S@@](=O)C1=C(C=2C(=NC(=CC2C2=CC=NN2C)C=2C=C3C=NC=NC3=CC2)S1)N 2-[(R)-cyclobutanesulfinyl]-4-(1-methyl-1H-pyrazol-5-yl)-6-(quinazolin-6-yl)thieno[2,3-b]pyridin-3-amine